BrC1=CC=C2C(/C(/C(NC2=C1F)=O)=C/N(C)C)=O (3Z)-7-bromo-3-[(dimethylamino)methylidene]-8-fluoro-1H-quinoline-2,4-dione